The molecule is a member of the class of acetamides that results from the formal condensation of acetic acid with ammonia. It is a monocarboxylic acid amide, a N-acylammonia and a member of acetamides. It is a tautomer of an acetimidic acid. CC(=O)N